CN1C(=NN=C1)CC1(CC1)C=1C=C(C=CC1)N1C(C2=CC=CC(=C2C1)C(F)(F)F)=O 2-(3-(1-((4-methyl-4H-1,2,4-triazol-3-yl)methyl)cyclopropyl)phenyl)-4-(trifluoromethyl)isoindolin-1-one